FC(OC1=NC(=NN2C1=C(C=C2)C=2C=C1C=CC=NC1=CC2)N[C@@H]2[C@@H](CN(CC2)CC(C)(O)C)F)F 1-((3R,4S)-4-((4-(difluoromethoxy)-5-(quinolin-6-yl)pyrrolo[2,1-f][1,2,4]triazin-2-yl)amino)-3-fluoropiperidin-1-yl)-2-methylpropan-2-ol